ClC=1C(=NC(=NC1)NC1CCOCC1)C=1C=C2C(=NC1)CN(C2=O)[C@@H](C(=O)N[C@H](C)C2=CC(=CC=C2)C)C (2R)-2-(3-{5-chloro-2-[(oxan-4-yl)amino]pyrimidin-4-yl}-5-oxo-5H,6H,7H-pyrrolo[3,4-b]pyridin-6-yl)-N-[(1R)-1-(3-methylphenyl)ethyl]propanamide